ethyl 2-(4-(tert-butyl)phenyl)-4-methyl-6-oxo-1,6-dihydropyrimidine-5-carboxylate C(C)(C)(C)C1=CC=C(C=C1)C=1NC(C(=C(N1)C)C(=O)OCC)=O